Cl.NC\C=C(\CN1C=NC2=C1C=C(C=C2C2=CC=C(C=C2)S(=O)(=O)NC2CC2)C(F)(F)F)/F (Z)-4-(1-(4-amino-2-fluoro-but-2-en-1-yl)-6-(trifluoromethyl)-1H-benzo[d]imidazol-4-yl)-N-cyclopropylbenzenesulfonamide hydrochloride